methyl (2-(((2-hydroxyethoxy)methyl)amino)-2-oxoethyl)carbamate OCCOCNC(CNC(OC)=O)=O